FC=1C=C(C=CC1OC1=C2C(=NC=C1)C=C(S2)C2=NC=C(C=C2)CNCCOC)NC(=O)C=2C(N(C=CC2OC)C2=CC=CC=C2)=O N-(3-fluoro-4-{[2-(5-{[(2-methoxyethyl)amino]methyl}pyridin-2-yl)thieno[3,2-b]pyridine-7-yl]oxy}phenyl)-4-methoxy-2-oxo-1-phenyl-1,2-dihydropyridine-3-carboxamide